OC=1C(=C(C#N)C=CC1)C(=C)C 3-hydroxy-2-(prop-1-en-2-yl)benzonitrile